1-(5-bromo-3-(ethylthio)pyridin-2-yl)propan-1-one Oxime BrC=1C=C(C(=NC1)C(CC)=NO)SCC